1,5-bis(tert-butyl)-9-[2-carboxy(3,6-methano-4-methyl-4-cyclohexenyl)]carbonyloxyanthracene C(C)(C)(C)C1=CC=CC2=CC3=C(C=CC=C3C(=C12)OC(=O)C1C(C2C(=CC1C2)C)C(=O)O)C(C)(C)C